N-[4-(3-cyanophenyl)-5-(2,6-dimethyl-4-pyridinyl)thiazol-2-yl]-4-methyl-piperazine-1-carboxamide C(#N)C=1C=C(C=CC1)C=1N=C(SC1C1=CC(=NC(=C1)C)C)NC(=O)N1CCN(CC1)C